ClC1=CC=C(C=C1)C(=C)C1=C(N=CN1COCC[Si](C)(C)C)CC 5-(1-(4-chlorophenyl)vinyl)-4-ethyl-1-((2-(trimethylsilyl)ethoxy)methyl)-1H-imidazole